5-ethynyl-1-fluoro-4-(4,4,5,5-tetramethyl-1,3,2-dioxaborolan-2-yl)naphthalene C(#C)C1=C2C(=CC=C(C2=CC=C1)F)B1OC(C(O1)(C)C)(C)C